tert-butyl (2S)-2-(cyanomethyl)-4-((2R)-5-fluoro-2'-(methylsulfinyl)-3,4,5',8'-tetrahydro-1H,6'H-spiro[naphthalene-2,7'-quinazolin]-4'-yl)piperazine-1-carboxylate C(#N)C[C@@H]1N(CCN(C1)C1=NC(=NC=2C[C@@]3(CCC12)CC1=CC=CC(=C1CC3)F)S(=O)C)C(=O)OC(C)(C)C